C(=O)O.ClC=1C=C(C=CC1C(N[C@@H]1CNC[C@H]1OC)=O)NC(=O)C=1N(C(=CN1)C=1C(=NN(C1)C1C(C1)(F)F)C(F)(F)F)C N-(3-chloro-4-((trans-4-methoxypyrrolidin-3-yl)carbamoyl)phenyl)-5-(1-(2,2-difluorocyclopropyl)-3-(trifluoromethyl)-1H-pyrazol-4-yl)-1-methyl-1H-imidazole-2-carboxamide formate